BrC(C)C1=C(C=CC=C1)F 1-(1-bromoethyl)-2-fluorobenzene